Tert-butyl N-(5-hydroxypentyl)carbamate OCCCCCNC(OC(C)(C)C)=O